BrC1=CC=C(C=C1)[C@H]1[C@@H](N(CC=2C3=C(C=CC12)NN=C3)C)CC(C)C (6R,7S)-6-(4-bromophenyl)-7-isobutyl-8-methyl-6,7,8,9-tetrahydro-3H-pyrazolo[3,4-H]Isoquinoline